COC[C@H]1CCC2=CCCN12 (3R,7as)-3-(methoxymethyl)tetrahydro-1H-pyrrolizine